(trans-4-((tert-butoxycarbonyl) amino) cyclohexyl) carbamate C(N)(O[C@@H]1CC[C@H](CC1)NC(=O)OC(C)(C)C)=O